CN1N=C(C2=CC=C(C=C12)[N+](=O)[O-])C(C(=O)OC)C Methyl 2-(1-methyl-6-nitro-1H-indazol-3-yl)propanoate